NC=1C=2N(C=CN1)C(=NC2C)C(C)C=2C(=C(C(=O)N[C@@H]1C[C@@H](CC1)O)C(=C(C2)Cl)F)OC(C)C 3-(1-(8-amino-1-methylimidazo[1,5-a]pyrazin-3-yl)ethyl)-5-chloro-6-fluoro-N-((1S,3R)-3-hydroxycyclopentyl)-2-isopropoxybenzamide